FC1=C(C(=C(C(=C1[B-](C1=C(C(=C(C(=C1F)F)F)F)F)(C1=C(C(=C(C(=C1F)F)F)F)F)C1=C(C(=C(C(=C1F)F)F)F)F)F)F)F)F.C(C)(=O)C1=CC=C(C=C1)SC1=CC=C(C=C1)[SH2+] (4-(4-acetylphenyl)thiophenyl)sulfonium tetrakis(pentafluorophenyl)borate